tert-butyl 4-(4-(2,4-difluorophenyl) piperazin-1-yl)-5H-pyrrolo[3,4-d]pyrimidine-6(7H)-carboxylate FC1=C(C=CC(=C1)F)N1CCN(CC1)C=1C2=C(N=CN1)CN(C2)C(=O)OC(C)(C)C